ClC1=CC(=C2C=C(NC2=C1)C(=O)N[C@H](C(=O)N[C@H](C(=O)OC)C[C@H]1C(NCCC1)=O)CC1CC1)F methyl (2S)-2-[[(2S)-2-[(6-chloro-4-fluoro-1H-indole-2-carbonyl)amino]-3-cyclopropyl-propanoyl] amino]-3-[(3S)-2-oxo-3-piperidyl]propanoate